O=C(CCCCCN(C(CN1CCCC1)=O)CCCCCCCC(=O)OCCCC(CCCCC)CCCCC)OCCCCCCCCCCC 4-pentylnonyl 8-(N-(6-oxo-6-(undecyloxy)hexyl)-2-(pyrrolidin-1-yl)acetamido)octanoate